FC(C1=C(C=CC=C1)N1CCC2=CC=C(C=C12)COC1=CC2=C(C=N1)[C@H]1[C@@H](C2)[C@@H]1C(=O)O)(F)F (5aR,6S,6aS)-3-((1-(2-(trifluoromethyl)phenyl)indolin-6-yl)methoxy)-5,5a,6,6a-tetrahydrocyclopropa[4,5]cyclopenta[1,2-c]pyridine-6-carboxylic acid